C1(CC1)C(C(=O)O)(NC(NC1=CC=C(C=C1)OC(F)F)=O)C1CC1 Dicyclopropyl-({[4-(difluoromethoxy)phenyl]carbamoyl}amino)acetic acid